O1C(=CC=C1)NC([O-])=O 2-furanylcarbamate